C=CCCC(=O)Cl methylenebutyryl chloride